CN1C=NC2=C1C=C(C=C2)C2=CC1=C(N=C(N=C1)NCC(F)(F)F)N(C2=O)C=2C=NC(=CC2)OC(F)(F)F 6-(1-methyl-1H-benzo[d]imidazol-6-yl)-2-((2,2,2-trifluoroethyl)amino)-8-(6-(trifluoromethoxy)pyridin-3-yl)pyrido[2,3-d]pyrimidin-7(8H)-one